[Cl-].C(CCCCCCCCCCC)[N+](C)(C)C(C1=CC=CC=C1)CC Dodecyl-(ethylbenzyl)dimethyl-ammonium chloride